C12(CC(C1)C2)NC(CN2C(C(=CC=C2)NC([C@H](CCC(C(=O)NC)=O)NC(=O)C=2SC=NN2)=O)=O)=O (S)-N1-(1-(2-(bicyclo[1.1.1]pentan-1-ylamino)-2-oxoethyl)-2-oxo-1,2-dihydropyridin-3-yl)-N6-methyl-5-oxo-2-(1,3,4-thiadiazole-2-carboxamido)hexanediamide